COC(=O)C1=CN(C(C=C1)=O)[C@H]1COCC1.ClC=1C(=NC=C(C1)C(F)(F)F)C(=O)NC(NC1=C(C=C(C=C1)C)NC1CC1)=O 3-chloro-N-((2-(cyclopropylamino)-4-methylphenyl)carbamoyl)-5-(trifluoromethyl)picolinamide Methyl-6-oxo-1-[(3R)-tetrahydrofuran-3-yl]pyridine-3-carboxylate